tris(2-hydroxyethyl)ammonium 2-hydroxybenzoate OC1=C(C(=O)[O-])C=CC=C1.OCC[NH+](CCO)CCO